4-((9-cyclopentyl-7,7-difluoro-5-methyl-6-oxo-6,7,8,9-tetrahydro-5H-pyrimido[4,5-b][1,4]diazepin-2-yl)amino)-2-fluoro-5-methoxy-N-(2-azaspiro[3.3]heptan-6-yl)benzamide C1(CCCC1)N1C2=C(N(C(C(C1)(F)F)=O)C)C=NC(=N2)NC2=CC(=C(C(=O)NC1CC3(CNC3)C1)C=C2OC)F